O=C1NN=CO1 5-oxo-4,5-dihydro-1,3,4-oxadiazol